F\C=C(\CNC(OC(C)(C)C)=O)/COC1=CC2=C(N=C(O2)NCC(=O)NC)C=C1 tert-butyl (Z)-(3-fluoro-2-(((2-((2-(methylamino)-2-oxoethyl)amino)benzo[d]oxazol-6-yl)oxy)methyl)allyl)carbamate